racemic-pyrrolidinecarboxylic acid N1(CCCC1)C(=O)O